ClC1=C(OCC(=O)O)C=C(C(=C1Cl)CC1=CC(=C(C=C1)O)C(C)C)Cl 2-(2,3,5-trichloro-4-(4-hydroxy-3-isopropylbenzyl)phenoxy)acetic acid